ClC1=C(C2=C(NC(O[C@@]23CN(CCC3)C(=O)C=3C=NN(C3)CC3=CC(=NC=C3)C(F)(F)F)=O)C=C1)F (R)-6-Chloro-5-fluoro-1'-(1-((2-(trifluoromethyl)pyridin-4-yl)methyl)-1H-pyrazole-4-carbonyl)spiro[benzo[d][1,3]oxazine-4,3'-piperidin]-2(1H)-one